C1(CC1)C1=NC=CC(=C1)C1=NC=2[C@]3([C@H](CCC2C(=N1)C1=C(C=CC=C1)F)[C@H](C(C(=C3)C#N)=O)CCC)CCC (6aR,7R,10aS)-2-(2-cyclopropylpyridin-4-yl)-4-(2-fluorophenyl)-8-oxo-7,10a-dipropyl-5,6,6a,7,8,10a-hexahydrobenzo[h]quinazoline-9-carbonitrile